(3S,4R)-4-(2,6-difluoro-4-methoxyphenyl)-3-[(5-{4-[(6-methoxypyridin-2-yl)oxy]phenyl}-1,3,4-oxadiazol-2-yl)amino]pyrrolidin-2-one FC1=C(C(=CC(=C1)OC)F)[C@H]1[C@@H](C(NC1)=O)NC=1OC(=NN1)C1=CC=C(C=C1)OC1=NC(=CC=C1)OC